C(C)(C)(C)OC(=O)N(C(OC(C)(C)C)=O)C1=NC=CC(=C1F)CC=1C=NC=C(C1C)NC1=C(C=C(C=C1)CC(C)C)F tert-butyl N-tert-butoxycarbonyl-N-[3-fluoro-4-[[5-(2-fluoro-4-isobutyl-anilino)-4-methyl-3-pyridyl]methyl]-2-pyridyl]carbamate